(5S)-2-{[6-(Difluoromethyl)pyridin-3-yl]methyl}-5-{[(3S)-3-fluoropyrrolidin-1-yl]carbonyl}-5,6,7,8-tetrahydro[1,2,4]triazolo[4,3-a]pyridin-3(2H)-on FC(C1=CC=C(C=N1)CN1N=C2N([C@@H](CCC2)C(=O)N2C[C@H](CC2)F)C1=O)F